OCC1CCN(CC1)C1=NC=CC(=C1)C=1C=NC(=CC1)NC(CC=1C=C(C=CC1)C)=O N-(2'-(4-(hydroxymethyl)piperidin-1-yl)-[3,4'-bipyridyl]-6-yl)-2-(m-tolyl)acetamide